2-(7,7-Dimethyl-5,6,7,8-tetrahydro-1,8-naphthyridine-3-carbonyl)-8-oxa-2-azaspiro[4.5]decane CC1(CCC=2C=C(C=NC2N1)C(=O)N1CC2(CC1)CCOCC2)C